C1=CC=C(C=C1)ON.Cl O-phenylhydroxylamine hydrochloride